F[C@@H]1[C@H](C1)C1=NC(=NO1)C=1C=CC(=C(C1)NC(=O)C1=CN=C2N1C=CC(=C2)COCC(=O)O)C 2-((3-((5-(5-((1R,2S)-2-fluorocyclopropyl)-1,2,4-oxadiazol-3-yl)-2-methylphenyl)carbamoyl)imidazo[1,2-a]pyridin-7-yl)methoxy)acetic acid